(3-fluorophenyl)-oxoacetonitrile FC=1C=C(C=CC1)C(C#N)=O